2-(diethylamino)-ethyl 5-chloro-2-nitrobenzoate ClC=1C=CC(=C(C(=O)OCCN(CC)CC)C1)[N+](=O)[O-]